C(C)(C)C1=CC=C(OC2CCC3(CN(C3)C=O)CC2)C=C1 (7-(4-isopropylphenoxy)-2-azaspiro[3.5]nonan-2-yl)methanone